(-)-1,2,3,4-tetrahydro-3-isoquinolinecarboxylic acid benzyl ester p-toluenesulfonate CC1=CC=C(C=C1)S(=O)(=O)O.C(C1=CC=CC=C1)OC(=O)C1NCC2=CC=CC=C2C1